P(=O)(OC)(OC(C)(C)C)OCP(=O)(OC(C)(C)C)OC(C)(C)C Methyl tert-butyl {[di(tert-butoxy) phosphoryl]Methyl} phosphate